[(3S)-1-methyl-5-oxo-pyrrolidin-3-yl]4-[3-[2-(cyclopropoxy)-3-pyridyl]-6-methoxy-pyrazolo[1,5-a]pyrimidin-5-yl]piperazine-1-carboxylate CN1C[C@H](CC1=O)OC(=O)N1CCN(CC1)C1=NC=2N(C=C1OC)N=CC2C=2C(=NC=CC2)OC2CC2